(S)-1-(3-(5-(1-amino-1,3-dihydrospiro[indene-2,4'-piperidin]-1'-yl)-6-(hydroxymethyl)pyrazin-2-yl)prop-2-yn-1-yl)-1H-pyrazole-3-carboxamide N[C@@H]1C2=CC=CC=C2CC12CCN(CC2)C=2N=CC(=NC2CO)C#CCN2N=C(C=C2)C(=O)N